NCC1CC(CC(C1)C)CN [3-(aminomethyl)-5-methylcyclohexyl]methylamine